2,5-dioxopyrrolidin-1-yl 8-(pyridin-2-yldisulfanyl)octanoate N1=C(C=CC=C1)SSCCCCCCCC(=O)ON1C(CCC1=O)=O